Cl.COC(C1=C(C=CC(=C1)F)C=1SC(=CC1)CN1C=NN(C1=O)C\C(=C\F)\CN)=O [5-(1-[(2E)-2-(aminomethyl)-3-fluoroprop-2-en-1-yl]-5-oxo-1,5-dihydro-4H-1,2,4-triazol-4-ylmethyl)thiophen-2-yl]-5-fluorobenzoic acid methyl ester hydrochloride